3-((3-(2H-tetrazol-5-yl)benzyl)amino)-6-fluoro-5-(1-(2-fluorophenyl)ethyl)-4H-benzo[e][1,2,4]thiadiazine 1,1-dioxide N=1NN=NC1C=1C=C(CNC2=NS(C3=C(N2)C(=C(C=C3)F)C(C)C3=C(C=CC=C3)F)(=O)=O)C=CC1